C(CC)C1CCC2=CC=C(C=C12)C=O 3-n-propyl-2,3-dihydro-1H-indene-5-carbaldehyde